9'-(phenyl-d5)-9'H-9,3':6',9''-tercarbazole-1,1',1'',2,2',2'',3,3'',4,4',4'',5,5',5'',6,6'',7,7',7'',8,8',8''-d22 C1(=C(C(=C(C(=C1[2H])[2H])[2H])[2H])[2H])N1C2=C(C(=C(C(=C2C=2C(=C(C(=C(C12)[2H])[2H])N1C2=C(C(=C(C(=C2C=2C(=C(C(=C(C12)[2H])[2H])[2H])[2H])[2H])[2H])[2H])[2H])[2H])[2H])N1C2=C(C(=C(C(=C2C=2C(=C(C(=C(C12)[2H])[2H])[2H])[2H])[2H])[2H])[2H])[2H])[2H])[2H]